FC(C=1C(=C(C=CC1)[C@@H](C)NC1=NC(=NC2=CC(=C(C=C12)C(=O)O)OC)C)F)F (R)-4-((1-(3-(difluoromethyl)-2-fluorophenyl)ethyl)amino)-7-methoxy-2-methyl-quinazoline-6-carboxylic acid